C12OCC(N(C1)C1=CC=C(O1)C=O)C2 5-(2-oxa-5-azabicyclo[2.2.1]heptan-5-yl)furan-2-carbaldehyde